The molecule is a retinoid that is all-trans-retinoic acid which has been hydroxylated at the 4-pro-S position and at the 16 position. It is a retinoid, a monocarboxylic acid, a primary alcohol and a secondary allylic alcohol. It derives from an all-trans-4-hydroxyretinoic acid. It is a conjugate acid of a (4S)-4,16-dihydroxyretinoate. CC1=C([C@@](CC[C@@H]1O)(C)CO)/C=C/C(=C/C=C/C(=C/C(=O)O)/C)/C